N-stearyl-glutamic acid monosodium salt [Na+].C(CCCCCCCCCCCCCCCCC)N[C@@H](CCC(=O)O)C(=O)[O-]